N-(2,4-dimethoxyphenyl)-3-(4-oxopyrrolo[1,2-a]quinoxalin-5(4H)-yl)propanamide COC1=C(C=CC(=C1)OC)NC(CCN1C(C=2N(C3=CC=CC=C13)C=CC2)=O)=O